C(C)N1C(=NN(C1=O)C=1C=C2C(=NN(C(C2=CC1F)=O)C1=C(C=CC=C1)C)C(C)C)CO 6-(4-Ethyl-3-(hydroxymethyl)-5-oxo-4,5-dihydro-1H-1,2,4-triazol-1-yl)-7-fluoro-4-isopropyl-2-(o-tolyl)phthalazin-1(2H)-one